methyl 6-oxo-1-(tetrahydro-2H-pyran-4-yl)-4-((tetrahydro-2H-pyran-4-yl)amino)-1,6-dihydropyridine-3-carboxylate O=C1C=C(C(=CN1C1CCOCC1)C(=O)OC)NC1CCOCC1